tert-butyl 4-[6-[1-(2,6-dioxo-3-piperidyl)-3-methyl-2-oxo-benzimidazol-4-yl]hex-5-ynoxy]piperidine-1-carboxylate O=C1NC(CCC1N1C(N(C2=C1C=CC=C2C#CCCCCOC2CCN(CC2)C(=O)OC(C)(C)C)C)=O)=O